FC(CC(C)(F)F)(F)F 1,1,1,3,3-pentafluoro-n-butane